C(C)N(C1=C(C(=NC=N1)NCC1(C(CN(CC1)CC(=O)N)O)O)F)CC1=CC=C(C=C1)C(F)(F)F 2-(4-(((6-(Ethyl(4-(trifluoromethyl)benzyl)amino)-5-fluoropyrimidin-4-yl)amino)methyl)-3,4-dihydroxypiperidin-1-yl)acetamide